[C@H]12CN(C[C@H](CC1)N2)C=2C1=C(N=C(N2)OCC23CCCN3CCC2)CN(CC1)C1=CC(=CC2=CC=C(C(=C12)Cl)F)O 4-(4-((1R,5S)-3,8-diazabicyclo[3.2.1]octan-3-yl)-2-((hexahydro-1H-pyrrolizin-7a-yl)methoxy)-5,6-dihydropyrido[3,4-d]pyrimidin-7(8H)-yl)-5-chloro-6-fluoronaphthalen-2-ol